N-[3-[4-[4-(3-Cyano-4-methoxy-pyrazolo[1,5-a]pyridin-6-yl)-5-methyl-pyrazol-1-yl]-1-piperidyl]cyclobutyl]prop-2-enamide C(#N)C=1C=NN2C1C(=CC(=C2)C=2C=NN(C2C)C2CCN(CC2)C2CC(C2)NC(C=C)=O)OC